ClC=1C(=CC(=C(C1)S(=O)(=O)NC=1SC=CN1)F)O[C@@H](C(F)(F)F)C1=CC=CC=C1 (R)-5-chloro-2-fluoro-N-(thiazol-2-yl)-4-(2,2,2-trifluoro-1-phenylethoxy)benzenesulfonamide